N-(5-bromo-2-chlorophenyl)benzenesulfonamide BrC=1C=CC(=C(C1)NS(=O)(=O)C1=CC=CC=C1)Cl